4-[[2-(4-bromo-2-fluoro-5-methoxy-phenyl)acetyl]amino]pyridine-2-carboxylic acid BrC1=CC(=C(C=C1OC)CC(=O)NC1=CC(=NC=C1)C(=O)O)F